CC=1C=C(C=CC1C)C1=CC=2C(C(=N1)OC)=C(N(N2)C2OCCCC2)NC2CS(C=C2)(=O)=O 3-((6-(3,4-dimethylphenyl)-4-methoxy-2-(tetrahydro-2H-pyran-2-yl)-2H-pyrazolo[4,3-c]pyridin-3-yl)amino)-2,3-dihydrothiophene 1,1-dioxide